2-(N-acetyl-3-fluoro-anilino)-5-methyl-N-sec-butyl-thiazole-4-carboxamide C(C)(=O)N(C1=CC(=CC=C1)F)C=1SC(=C(N1)C(=O)NC(C)CC)C